CC(CNC(C=CCCC=CC=CC)=O)C N-(2-Methylpropyl)-2,6,8-Decatrienamide